ClC[C@@H]1[C@H]([C@H]([C@@H](O1)N1C2=NC=NC(=C2N=C1)NC(C1=CC=CC=C1)=O)F)O N-[9-[(2R,3R,4R,5S)-5-(chloromethyl)-3-fluoro-4-hydroxy-tetrahydrofuran-2-yl]purin-6-yl]benzamide